COC1=CC=C(CN(S(=O)(=O)C[C@H](CC=C)C)CC2=CC=C(C=C2)OC)C=C1 (2S)-N,N-bis(4-methoxybenzyl)-2-methylpent-4-ene-1-sulfonamide